tert-butyl (3R)-3-[8-fluoro-6-hydroxy-7-(1,1,4-trioxo-1,2,5-thiadiazolidin-2-yl)-2-naphthyl]pyrrolidine-1-carboxylate FC=1C(=C(C=C2C=CC(=CC12)[C@@H]1CN(CC1)C(=O)OC(C)(C)C)O)N1S(NC(C1)=O)(=O)=O